OC[C@@H]1[C@H]([C@@H]([C@@](C(O1)O)(O)C(F)(F)F)O)O (3S,4S,5S,6R)-6-(hydroxymethyl)-3-(trifluoromethyl)tetrahydro-2H-pyran-2,3,4,5-tetraol